COC(=O)C1=C(C=2N(N=C1)C=C(N2)Cl)C(C)C 2-chloro-8-(propan-2-yl)imidazo[1,2-b]pyridazine-7-carboxylic acid methyl ester